(1R,3S)-3-{3-[(1,3-benzo-thiazol-7-ylacetyl)amino]-1H-pyrazol-5-yl}cyclopentyl propan-2-yl-carbamate CC(C)NC(O[C@H]1C[C@H](CC1)C1=CC(=NN1)NC(CC1=CC=CC=2N=CSC21)=O)=O